2-[2-(1-chlorocyclopropyl)-4-(2,2-dichloro-cyclopropyl)-2-hydroxybutyl]-1,2-dihydro-3H-1,2,4-triazole-3-thione ClC1(CC1)C(CN1NC=NC1=S)(CCC1C(C1)(Cl)Cl)O